FC1=C(N=CC2=C1N=C(N=C2O)O)C2=CC(=CC1=CC=C(C(=C21)C#C[Si](C(C)C)(C(C)C)C(C)C)F)O[Si](C(C)C)(C(C)C)C(C)C 8-fluoro-7-(7-fluoro-8-((triisopropylsilyl)ethynyl)-3-((triisopropylsilyl)oxy)naphthalen-1-yl)pyrido[4,3-d]pyrimidine-2,4-diol